O=C1NC2=NC(=NC=C2N1C(=O)N)S(=O)(=O)CCC 8-oxo-2-propylsulfonyl-purine-7-carboxamide